1-(9H-fluoren-9-yl)-3,6-dioxo-2,9-dioxa-4,7-diazadodecane C1=CC=CC=2C3=CC=CC=C3C(C12)COC(NCC(NCOCCC)=O)=O